3-[3-(difluoromethoxy)-4-[3-(difluoromethyl)-3-hydroxyazetidine-1-carbonyl]-5-methoxyphenyl]-2-methyl-6-(1-methylpyrazol-4-yl)indazole-4-carbonitrile FC(OC=1C=C(C=C(C1C(=O)N1CC(C1)(O)C(F)F)OC)C=1N(N=C2C=C(C=C(C12)C#N)C=1C=NN(C1)C)C)F